N1C=CC=2C1=CN=NC2 pyrrolo[2,3-d]pyridazin